C1(CCCC1)NC1=CC=C(C=C1)[C@H]1[C@H](C[C@@H]2[C@H](N1C(C1=C(C=CC=C1C)F)=O)COC2)C(=O)NC2=CC(=C(C=C2)C)C(F)(F)F (2R,3S,4aR,7aS)-2-(4-(cyclopentylamino)phenyl)-1-(2-fluoro-6-methylbenzoyl)-N-(4-methyl-3-(trifluoromethyl)phenyl)octahydrofuro[3,4-b]pyridine-3-carboxamide